ClC1=C(C=C(C(=N1)C(C(=O)OCC)C(=O)OCC)F)C(=O)OC diethyl 2-(6-chloro-3-fluoro-5-methoxycarbonylpyridin-2-yl)propanedioate